1'-((3-chloro-8-methoxy-4-oxo-4,5-dihydropyrazolo[1,5-a]quinoxalin-7-yl)methyl)-3'-methyl-N-(methyl-d3)-1',2',3',6'-tetrahydro-[3,4'-bipyridine]-6-carboxamide ClC=1C=NN2C1C(NC1=CC(=C(C=C21)OC)CN2CC(C(=CC2)C=2C=NC(=CC2)C(=O)NC([2H])([2H])[2H])C)=O